ClC1=C(C=CC=C1)[C@]12[C@H](CC(CC1)C2)N(C([O-])=O)C(CC)OC 1-(2-chlorophenyl)-(S)-1-methoxypropyl-(S)-2-bicyclo[2.2.1]heptanylcarbamate